C1=NN=C2N1C1=CC=CC=C1C(=N2)N(C=2C=C(C=CC2)CO)C (3-([1,2,4]triazolo[4,3-a]quinazolin-5-yl(methyl)amino)phenyl)methanol